aniline-2,6-disulfonic acid NC=1C(=CC=CC1S(=O)(=O)O)S(=O)(=O)O